1-(4-(cyclopropylmethyl)-3,4-dihydroquinoxalin-1(2H)-yl)-3-(piperidin-1-yl)propan-1-one C1(CC1)CN1CCN(C2=CC=CC=C12)C(CCN1CCCCC1)=O